C(C1=CC=CC=C1)OC(=O)N[C@H](C(=O)OC(C)(C)C)CC(=O)N1CC(CCC1)CCOC1=CC(=C(C=C1)C)CNC=O Tert-butyl (2S)-2-(((benzyloxy) carbonyl) amino)-4-(3-(2-(3-(formylaminomethyl)-4-methylphenoxy) ethyl) piperidin-1-yl)-4-oxobutanoate